NCS(=O)(=O)OCCOCCO diethylene glycol aminomethanesulfonate